methyl-4'-tert-butylacetophenone CCC(=O)C1=CC=C(C=C1)C(C)(C)C